CC(C)CC1C(=C(C(=O)N1)C(=O)C)O The molecule is a pyrroline cyclic ketone that is an isomer of tenuazonic acid, a mycotoxin produced by various plant pathogenic fungi. It is a pyrroline and a cyclic ketone.